C(C(=O)[O-])(=O)[O-].[V+4].C(C(=O)[O-])(=O)[O-] Vanadium(IV) oxalat